2-(6-bromopyridin-2-yl)-2-oxoethyl (2-chlorothiophen-3-yl)acetate ClC=1SC=CC1CC(=O)OCC(=O)C1=NC(=CC=C1)Br